FC=1C(=NC(=NC1)NC1=C(C(=CC=C1)S(=O)(=O)C)F)C1=CNC2=C(C=CC=C12)NC([C@H](COC)N1CCN(CC1)C)=O (S)-N-(3-(5-fluoro-2-(2-fluoro-3-(methylsulfonyl)phenylamino)pyrimidin-4-yl)-1H-indol-7-yl)-3-methoxy-2-(4-methylpiperazin-1-yl)propionamide